(R)-3-(benzyloxy)-N-(3-(2-((2-fluoro-3-(methylsulfonyl)phenyl)amino)-5-methylpyrimidin-4-yl)-1H-indol-7-yl)-2-(4-methylpiperazin-1-yl)propanamide C(C1=CC=CC=C1)OC[C@H](C(=O)NC=1C=CC=C2C(=CNC12)C1=NC(=NC=C1C)NC1=C(C(=CC=C1)S(=O)(=O)C)F)N1CCN(CC1)C